3-allyl-7,8-dimethoxy-1,3-dihydro-2H-benzoazepin-2-one C(C=C)C1C(NC2=C(C=C1)C=C(C(=C2)OC)OC)=O